FC1=CN=C2C[C@H](CNC2=C1)[C@@H](C1=CC=CC=C1)NC[C@H](C)C=1C=C(C=CC1)CC(=O)O |o1:20| 2-(3-((R or S)-1-(((S)-((R)-7-fluoro-1,2,3,4-tetrahydro-1,5-naphthyridin-3-yl)(phenyl)methyl)amino)propan-2-yl)phenyl)acetic acid